C(C=C)(=O)OC[NH+](C)C N-acryloyloxymethyl-N,N-dimethylammonium